N-[2-[chlorocarbonyl-(methyl)amino]ethyl]-N-methyl-carbamic acid ethyl ester C(C)OC(N(C)CCN(C)C(=O)Cl)=O